phenylenediFormic acid C1(=C(C=CC=C1)C(=O)O)C(=O)O